2-amino-2-(7-fluoro-4-oxo-pyrido[1,2-a]pyrimidin-2-yl)acetamide NC(C(=O)N)C=1N=C2N(C(C1)=O)C=C(C=C2)F